ClC=1C=C(C=CC1)N1N=C(C(=C1)\C=C/C(=O)N[C@@H](CC1=CNC2=CC=CC=C12)C(=O)O)C1=CC=C(C=C1)O (Z)-(3-(1-(3-chlorophenyl)-3-(4-hydroxyphenyl)-1H-pyrazol-4-yl)acryloyl)-L-tryptophan